FC1=C(C2=C(C(=N1)OC)N=C(S2)N)C2CCO2 6-fluoro-4-methoxy-7-(oxetan-4-yl)-[1,3]thiazolo[4,5-c]pyridin-2-amine